ClC1=CC=C(C=C1)[C@@]1(N(C(C2=CC(=CC(=C12)F)C(C)(C)O)=O)CC=1N=NC(=CC1)C)OC([2H])([2H])C1(CC1)C([2H])([2H])O (3R)-3-(4-Chlorophenyl)-4-fluoro-3-({1-[hydroxy(2H2)methyl]cyclopropyl}(2H2)methoxy)-6-(2-hydroxypropan-2-yl)-2-[(6-methylpyridazin-3-yl)methyl]-2,3-dihydro-1H-isoindol-1-on